4-(Trans-4-((tert-Butoxycarbonyl)amino)cyclohexyl)-3-oxobutanoic acid ethyl ester C(C)OC(CC(C[C@@H]1CC[C@H](CC1)NC(=O)OC(C)(C)C)=O)=O